4,5-dihydroxy-N-(4-(4-methylpiperazin-1-yl)phenyl)-9,10-dioxo-9,10-dihydroanthracene-2-carboxamide OC1=CC(=CC=2C(C3=CC=CC(=C3C(C12)=O)O)=O)C(=O)NC1=CC=C(C=C1)N1CCN(CC1)C